(3-(Benzyloxy)-4-bromophenyl)methanol C(C1=CC=CC=C1)OC=1C=C(C=CC1Br)CO